C1(CC1)NC(C([C@H](CC1=CC=CC=C1)NC([C@H](CC(C)C)NC(OC(C)(C)C)=O)=O)O)=O tert-butyl ((2S)-1-(((2S)-4-(cyclopropylamino)-3-hydroxy-4-oxo-1-phenylbutan-2-yl)amino)-4-methyl-1-oxopentan-2-yl)carbamate